C(CC)C(CCC)(C(CCC)(C1=CC=CC=C1)CCC)C1=CC=CC=C1 4,5-dipropyl-4,5-diphenyloctane